N-(7,8-Dihydro-6,9-dioxa-1-thia-3-aza-cyclopenta[a]naphthalen-2-yl)-2-(4-ethanesulfonyl-phenyl)-2-(4-methoxy-phenoxy)-acetamide S1C(=NC=2C1=C1OCCOC1=CC2)NC(C(OC2=CC=C(C=C2)OC)C2=CC=C(C=C2)S(=O)(=O)CC)=O